7-Cyclobutoxy-N-(1-(2,2-difluoroethyl)-1H-pyrazol-3-yl)-2-(1-methyl-2-oxabicyclo[2.2.1]heptan-4-yl)imidazo[1,2-a]pyridine-6-carboxamide C1(CCC1)OC1=CC=2N(C=C1C(=O)NC1=NN(C=C1)CC(F)F)C=C(N2)C21COC(CC2)(C1)C